N1=C(N=C(N=C1NC1=CC=C(C(=O)[O-])C=C1)NC1=CC=C(C(=O)[O-])C=C1)NC1=CC=C(C(=O)[O-])C=C1 4,4',4''-(1,3,5-triazin-2,4,6-triyltriimino)tribenzoat